ClC=1C(=C(CN2CCC(CC2)(C(=O)O)CC2=NC(=C(C=C2)F)NC2=NNC(=C2)C)C=CC1)F 1-(3-chloro-2-fluorobenzyl)-4-((5-fluoro-6-((5-methyl-1H-pyrazol-3-yl)amino)pyridin-2-yl)methyl)piperidine-4-carboxylic acid